NC(CC=1C(=C(C(=CC1)O)O)Cl)C 4-(2-Aminopropyl)-3-chloro-1,2-benzenediol